C(CCCCCCCCC)C1=CC=C(C=C1)C(=C)C1=CC=C(C=C1)[SiH](C)C 1-[4-(n-decyl)phenyl]-1-(4'-dimethylsilylphenyl)ethylene